ClC1=C2OC=3C=C4C(=CC3N=C2C(=C2OC3=CC5=C(C=C3N=C12)C1=CC=CC=C1N5CC)Cl)C5=CC=CC=C5N4CC 8,18-dichloro-5,15-diethyl-5,15-dihydrodiindolo(3,2-b:3',2'-m)triphenodioxazine